S1C=NC2=C1C=CC=C2N2N=CC(=C2C(F)(F)F)C(=O)NC=2C=NC(=C(C2)C#N)N2N=CC=N2 1-(Benzo[d]thiazol-4-yl)-N-(5-cyano-6-(2H-1,2,3-triazol-2-yl)pyridin-3-yl)-5-(trifluoromethyl)-1H-pyrazol-4-carboxamid